xylene-carbonyl peroxide C1(C(C=CC=C1)C)(C)C(=O)OOC(=O)C1(C(C=CC=C1)C)C